cyclopropylmethyl 3-{[(2E)-3-[(3-fluoro-4-methoxyphenyl)(imino)oxo-λ6-sulfanyl]prop-2-en-1-yl]carbamoyl}-2-oxo-1,2,5,6,7,8-hexahydro-1,6-naphthyridine-6-carboxylate FC=1C=C(C=CC1OC)S(/C=C/CNC(=O)C=1C(NC=2CCN(CC2C1)C(=O)OCC1CC1)=O)(=O)=N